((S)-2-(2-Fluoro-3-methylphenyl)pyrrolidin-1-yl)-N-((R,E)-4-(methylsulfonyl)but-3-en-2-yl)pyrazine-2-carboxamide FC1=C(C=CC=C1C)[C@H]1N(CCC1)C=1C(=NC=CN1)C(=O)N[C@H](C)\C=C\S(=O)(=O)C